N(=[N+]=[N-])CCC (R)-3-azidopropane